tert-Butyl 7-(6-hydroxy-5-(hydroxymethyl)hexyl)-3,4-dihydro-1,8-naphthyridine-1(2H)-carboxylate OCC(CCCCC1=CC=C2CCCN(C2=N1)C(=O)OC(C)(C)C)CO